(1R,3S,5R)-2-(2-(3-acetyl-7-methyl-5-(2-methylpyrimidin-5-yl)-1H-indazol-1-yl)acetyl)-5-methyl-N-(pyridin-2-ylmethyl)-2-azabicyclo[3.1.0]hexane-3-carboxamide C(C)(=O)C1=NN(C2=C(C=C(C=C12)C=1C=NC(=NC1)C)C)CC(=O)N1[C@@H]2C[C@@]2(C[C@H]1C(=O)NCC1=NC=CC=C1)C